O1C[C@@H](CCC1)NCC=1NC=2C(N(C=C(C2C1)C1CC1)C1=NC(=CC(=C1)C1=C(C=C(C=C1)F)C=1N(C=CN1)C)C1CC1)=O 2-{[(R)-tetrahydro-2H-pyran-3-ylamino]methyl}-4-cyclopropyl-6-{6-cyclopropyl-4-[4-fluoro-2-(1-methyl-2-imidazolyl)phenyl]-2-pyridyl}-1,6-dihydro-1,6-diaza-7-indenone